C(#N)C=1C=C(C=CC1)C1=NN2C(N=C(C=C2)C(=O)NC2CC(C2)(C)O)=C1C1=CC(=NC(=C1)C)C 2-(3-cyanophenyl)-3-(2,6-dimethyl-4-pyridinyl)-N-(3-hydroxy-3-methyl-cyclobutyl)pyrazolo[1,5-a]pyrimidine-5-carboxamide